7-phenyl-N-[(3S)-5-methyl-4-oxo-2,3-dihydro-1,5-benzoxazepin-3-yl]-6,7-dihydro-5H-pyrrolo[1,2-b][1,2,4]triazole-2-carboxamide C1(=CC=CC=C1)C1CCN2N=C(N=C21)C(=O)N[C@H]2COC1=C(N(C2=O)C)C=CC=C1